CC1=NC=C(C(=C1C1=CC=CC=C1)NCC1=CC=C(C=N1)S(=O)(=O)N)[N+](=O)[O-] 6-(((2-methyl-5-nitro-3-phenylpyridin-4-yl)amino)methyl)pyridine-3-sulfonamide